2-(1-benzyl-7-hydroxy-1,2,3,4-tetrahydroquinoline-6-carbonyl)-3,6-dichloro-4-(isopropoxycarbonyl)benzoic acid C(C1=CC=CC=C1)N1CCCC2=CC(=C(C=C12)O)C(=O)C1=C(C(=O)O)C(=CC(=C1Cl)C(=O)OC(C)C)Cl